C(C(=C)C)(=O)OC=CC1=CC=CC=C1 phenylvinyl methacrylate